C(CCCCCCCCCCC(=O)N)CCCCCCCCCC(=O)N ethylenebisdecanoic acid amide